ClC1=C(C=C2C=NC=NC2=C1)C1=CC=C(C=C1)Cl 7-chloro-6-(4-chlorophenyl)quinazolin